C1(CC12CNCC2)CNC2=NC=C(C(=N2)C2=CNC1=C(C(=CC=C21)F)P(C)(C)=O)C(F)(F)F (3-(2-(((5-azaspiro[2.4]heptane-1-yl)methyl)amino)-5-(trifluoromethyl)pyrimidin-4-yl)-6-Fluoro-1H-indol-7-yl)dimethylphosphine oxide